F[C@H]1CN(CC[C@H]1NC1=C2C=C(N(C2=CC=C1)CC(F)(F)F)C1=NN=C(O1)CNC(OC(C)(C)C)=O)C |r| (+/-)-tert-butyl ((5-(4-(((3S,4R)-3-fluoro-1-methylpiperidin-4-yl)amino)-1-(2,2,2-trifluoroethyl)-1H-indol-2-yl)-1,3,4-oxadiazol-2-yl)methyl)carbamate